5-(o-tolyl)-1H-pyrazolol C1(=C(C=CC=C1)C1=CC(=NN1)O)C